N[C@H]1[C@H]([C@H](O[C@@H]2NC(=N[C@@H]21)C(F)(F)F)CO)O (3aS,5R,6R,7R,7aR)-7-amino-5-(hydroxymethyl)-2-(trifluoromethyl)-3,3a,5,6,7,7a-hexahydropyrano[2,3-d]imidazol-6-ol